NN1C(N(N=CC1=O)C1=CC(=C(C(=C1)Cl)OC=1C=NC(=C(C1)C1C2(CC2)CC1)O)Cl)=O amino-2-(3,5-dichloro-4-((6-hydroxy-5-(spiro[2.3]hexan-4-yl)pyridin-3-yl)oxy)phenyl)-1,2,4-triazine-3,5(2H,4H)-dione